2-[(2R)-3-(3,4-dihydro-1H-isoquinolin-2-yl)-2-hydroxy-propyl]-6-(2-oxa-6-azaspiro[3.3]heptan-6-yl)-3,4-dihydroisoquinolin-1-one C1N(CCC2=CC=CC=C12)C[C@H](CN1C(C2=CC=C(C=C2CC1)N1CC2(COC2)C1)=O)O